(RS)-2-amino-4-(hydroxy(methyl)phosphonoyl)butanoic acid N[C@@H](C(=O)O)CC=P(=O)CO |r|